C(C)(=O)C=1C=CC(=C(C1)CNCC(=O)O)OC 2-([(5-ACETYL-2-METHOXYPHENYL)METHYL]AMINO)ACETIC ACID